Methyl (R,S)-3-Cyclohexene-1-Carboxylate [C@@H]1(CC=CCC1)C(=O)OC